5-methyl-2-((7-methylquinolin-6-yl)amino)-8-((tetrahydro-2H-pyran-4-yl)methyl)-5,8-dihydropteridine CN1C=2C=NC(=NC2N(C=C1)CC1CCOCC1)NC=1C=C2C=CC=NC2=CC1C